ClC1=NC(=C2N=CN(C2=N1)C(C)C)NCC1=C(C=CC=C1)N1N=C(C=C1)N1CCN(CC1)C(C)C 2-chloro-9-isopropyl-N-(2-(3-(4-isopropylpiperazin-1-yl)-1H-pyrazol-1-yl)benzyl)-9H-purin-6-amine